3a,6a-dimethylhexahydropyrrolo[3,4-c]pyrrole-2(1H)-carboxylic acid tert-butyl ester C(C)(C)(C)OC(=O)N1CC2(CNCC2(C1)C)C